C1(=CC=CC=C1)P(C1=CC=CC=C1)C1=CC=CC=C1.ClCC1=CC=CC=C1 chlorotoluene triphenyl-phosphine salt